C(C)N(C1=NC(=NN1C1=CC=C(C=C1)OC(F)(F)F)C1=C(C=O)C=CC=C1)CC [5-(Diethylamino)-1-[4-(trifluoromethoxy)phenyl]-1,2,4-triazol-3-yl]benzaldehyd